4-((1-(3-(trifluoromethyl)phenyl)ethyl)amino)-6H-[1,4]oxazino[3,2-g]quinazolin-7(8H)-one FC(C=1C=C(C=CC1)C(C)NC1=NC=NC2=CC3=C(C=C12)NC(CO3)=O)(F)F